BrC1=C(C=2C=NN(C2C=C1)C)C(=O)O 5-bromo-1-methyl-1H-indazole-4-carboxylic acid